O=CC[C@H](CSC1=CC=CC=C1)NC(OC(C)(C)C)=O (R)-tert-butyl (4-oxo-1-(phenylthio)butan-2-yl)carbamate